ethyl 2-(3,4-dimethylphenyl)-5-oxo-4,5-dihydrothieno[3,2-b]pyridine-6-carboxylate CC=1C=C(C=CC1C)C1=CC=2NC(C(=CC2S1)C(=O)OCC)=O